CN1C2(COC2)COCC1COC1=CC=C(C=C1)C=1C=C(C(NC1C(F)(F)F)=O)C(=O)N 5-(4-((5-methyl-2,8-dioxa-5-azaspiro[3.5]non-6-yl)methoxy)phenyl)-2-oxo-6-(trifluoromethyl)-1,2-dihydropyridine-3-carboxamide